CN1C([C@H]2C=3N(C[C@@H](C1)C2)C(C=CC3)=O)=O (1R,5R)-3-Methyl-3,4,5,6-tetrahydro-2H-1,5-methanopyrido[1,2-a][1,5]diazocine-2,8(1H)-dione